methyl 2-(3-aminoprop-1-yn-1-yl)-4-(piperidine-4-carboxamido)benzoate NCC#CC1=C(C(=O)OC)C=CC(=C1)NC(=O)C1CCNCC1